(2-(4-(2-ethyl-3-((4-(4-fluorophenyl)thiazol-2-yl)(methyl)amino)imidazo[1,2-a]pyridin-6-yl)piperidin-1-yl)-4,5-dihydrooxazol-5-yl)methanol C(C)C=1N=C2N(C=C(C=C2)C2CCN(CC2)C=2OC(CN2)CO)C1N(C)C=1SC=C(N1)C1=CC=C(C=C1)F